trans-4-(tert-Butyl)-N-(3-(7-fluoro-5-oxo-1-thioxo-1,2-dihydro-[1,2,4]triazolo[4,3-a]quinazolin-4(5H)-yl)propyl)cyclohexane-1-carboxamide C(C)(C)(C)[C@@H]1CC[C@H](CC1)C(=O)NCCCN1C=2N(C3=CC=C(C=C3C1=O)F)C(NN2)=S